BrCCCC(=O)OC(CCCCCCCC(=O)O)CCCCCCCC(=O)O 9-((4-bromobutanoyl)oxy)heptadecanedioic Acid